5-(Trifluoromethyl)thieno[3,2-b]thiophen FC(C1=CC=2SC=CC2S1)(F)F